7-((2-hydroxy-5-methylphenyl)imino)-5-methylcoumarin OC1=C(C=C(C=C1)C)N=C1C=C(C2=CCC(OC2=C1)=O)C